Cl.NC1=NC(=NC=2N1N=C(N2)C=2OC=CC2)N2C[C@@H](CCC2)CN2CCN(CC2)C=2C=CC(=C(C(=O)O)C2)F (S)-5-(4-((1-(7-amino-2-(furan-2-yl)-[1,2,4]triazolo[1,5-a][1,3,5]triazin-5-yl)piperidin-3-yl)methyl)piperazin-1-yl)-2-fluorobenzoic acid hydrochloride